1-(1-cyclopropylpyrazol-4-yl)-6-oxo-piperidine-3-carboxylic acid C1(CC1)N1N=CC(=C1)N1CC(CCC1=O)C(=O)O